1,4-bismaleimido-2,3-butanediol C1(C=CC(N1CC(C(CN1C(C=CC1=O)=O)O)O)=O)=O